ClC=1C=C2C(=NC=NC2=C(C1C1=CC(=CC2=CC=CC=C12)O)F)N1CC(N(CC1)C(C=C)=O)CO 1-(4-(6-chloro-8-fluoro-7-(3-hydroxynaphthalen-1-yl)quinazolin-4-yl)-2-(hydroxymethyl)piperazin-1-yl)prop-2-en-1-one